CN1CC2=CC(=CC=C2CC1)C1(NC=2C(=CC=C(C2C=N1)N)C1=CC=CC=C1)N 2-(2-methyl-1,2,3,4-tetrahydroisoquinolin-7-yl)-8-phenylquinazoline-2,5-diamine